ClC1=C(C=NC=C1F)N1C[C@@H](CCC1)N(C(OC(C)(C)C)=O)C tert-butyl N-[(3R)-1-(4-chloro-5-fluoro-3-pyridyl)-3-piperidyl]-N-methyl-carbamate